C(C)(C)(C)OC(=O)N1C[C@]2(C[C@H]2C1)C(=O)O trans-(1R,5R)-3-(tert-butoxycarbonyl)-3-azabicyclo[3.1.0]hexane-1-carboxylic acid